5-(pyridin-2-ylamino)quinolin N1=C(C=CC=C1)NC1=C2C=CC=NC2=CC=C1